2-([2-cyclopropyl-6-[2-(trifluoromethyl)pyrimidin-5-yl]pyridin-4-yl]methyl)-2,3-dihydro-1H-isoindole-1,3-dione C1(CC1)C1=NC(=CC(=C1)CN1C(C2=CC=CC=C2C1=O)=O)C=1C=NC(=NC1)C(F)(F)F